C(CCCCCC(=O)OCCC(CCCCC)CCCCC)(=O)OCC(COC(CCC(OCCCCCCCC)OCCCCCCCC)=O)CO 1-(3-((4,4-bis(octyloxy)butanoyl)oxy)-2-(hydroxymethyl)propyl) 7-(3-pentyloctyl) heptanedioate